{3,5-difluoro-4-[(1-{[2-(trimethylsilyl)ethoxy]methyl}-1H-pyrrolo[2,3-b]pyridin-4-yl)oxy]phenyl}carbamate FC=1C=C(C=C(C1OC1=C2C(=NC=C1)N(C=C2)COCC[Si](C)(C)C)F)NC([O-])=O